ClC1=NN(C2=NC(=NC=C21)Cl)CCCOC2=NN(C(=C2[N+](=O)[O-])C)C=2N(N=C(C2)C)CC 3,6-Dichloro-1-(3-((2'-ethyl-5,5'-dimethyl-4-nitro-2'H-[1,3'-bipyrazol]-3-yl)oxy)propyl)-1H-pyrazolo[3,4-d]pyrimidine